C(C)OC=1N=CC=NC1CC 5-ethoxy-6-ethyl-pyrazine